N-[4-[3-(trifluoromethyl)phenoxy]-2-naphthyl]prop-2-enamide FC(C=1C=C(OC2=CC(=CC3=CC=CC=C23)NC(C=C)=O)C=CC1)(F)F